cis-2-(4-((5-chloro-7-cyclopropylpyrrolo[2,1-f][1,2,4]triazin-2-yl)amino)-3-cyclopropyl-1H-pyrazol-1-yl)cyclopropane-1-carbonitrile ClC=1C=C(N2N=C(N=CC21)NC=2C(=NN(C2)[C@@H]2[C@@H](C2)C#N)C2CC2)C2CC2